(4-(1H-pyrazol-1-yl)phenyl)ethan-1-amine N1(N=CC=C1)C1=CC=C(C=C1)C(C)N